C(C)OC=1C=C(C=CC1OC)C=1SC=C(N1)C=1CB(OC1)O 4-(2-(3-ethoxy-4-methoxyphenyl)thiazol-4-yl)-1,2-oxaborol-2-ol